C(=O)C1=C(C=C(C=C1)C1=C(C(=CC=C1)C1=C(C(=CC=C1)C1=CC=C(C=C1)CN1C[C@@H](CC1)O)C)C)OCCCC#N (R)-4-((4-formyl-4'''-((3-hydroxypyrrolidin-1-yl)methyl)-2',2''-dimethyl-[1,1':3',1'':3'',1'''-quaterphenyl]-3-yl)oxy)butanenitrile